n-propylcyclohexane CCCC1CCCCC1